S(=O)(=O)(O)O.O1C(=CC=C1)C(=O)N 2-furoyl-amine sulfate